tert-butyl (S,Z)-(4-(methylsulfonyl)but-3-en-2-yl)carbamate CS(=O)(=O)\C=C/[C@H](C)NC(OC(C)(C)C)=O